4-[4-amino-2-(trifluoromethyl)phenoxy]benzene NC1=CC(=C(OC2=CC=CC=C2)C=C1)C(F)(F)F